2-chloro-4-(cyclohexylamino)pyrimidine-5-carboxylic acid ClC1=NC=C(C(=N1)NC1CCCCC1)C(=O)O